ClC=1C(=C(C=CC1)NC(=O)C1=CC(=CC=2NC(=NC21)COC)NC(=O)C2=C(C=NC=C2)Cl)C N-(3-chloro-2-methylphenyl)-6-{[(3-chloropyridin-4-yl)carbonyl]amino}-2-(methoxymethyl)-1H-benzimidazole-4-carboxamide